C(C)(C)(C)OC(=O)N1CCC(CC1)C1CCN(CC1)C1=C(C=C(C=C1)[N+](=O)[O-])C(F)(F)F 4-[1-[4-nitro-2-(trifluoromethyl)phenyl]-4-piperidinyl]piperidine-1-carboxylic acid tert-butyl ester